N-{2-[(3R,4S)-3-fluoro-4-methoxypiperidin-1-yl]pyrimidin-4-yl}-8-[3-(methanesulfonylmeth-yl)azetidin-1-yl]-5-(propan-2-yl)-2,6-naphthyridin-3-amine F[C@@H]1CN(CC[C@@H]1OC)C1=NC=CC(=N1)NC=1N=CC2=C(C=NC(=C2C1)C(C)C)N1CC(C1)CS(=O)(=O)C